FC=1C=C(CNC=2C(C(C2NCCOC)=O)=O)C=CC1C1=NOC(=N1)C(F)(F)F 3-((3-fluoro-4-(5-(trifluoromethyl)-1,2,4-oxadiazol-3-yl)benzyl)amino)-4-((2-methoxyethyl)amino)cyclobut-3-ene-1,2-dione